amino-2-(4-cyclohexylpiperazin-1-yl)-4-{[4-(1H-tetrazol-5-yl)phenyl]amino}anthracene-9,10-dione NC1=C(C=C(C=2C(C3=CC=CC=C3C(C12)=O)=O)NC1=CC=C(C=C1)C1=NN=NN1)N1CCN(CC1)C1CCCCC1